C(CS(=O)(=O)O)NCC(=O)N The molecule is a Good's buffer substance, pKa = 6.9 at 20 ℃. It is an ACES and an amino sulfonic acid. It is a tautomer of a 2-[(2-amino-2-oxoethyl)ammonio]ethanesulfonate.